(2,4-difluorophenyl)-7'-hydroxy-6',8'-dioxo-2',3',6',8',12',12a'-hexahydrospiro[cyclopropane-1,4'-pyrido[1',2':4,5]pyrazino[2,1-b][1,3]oxazine]-9'-carboxamide FC1=C(C=CC(=C1)F)C1CC2(N3C(O1)CN1C(C3=O)=C(C(C(=C1)C(=O)N)=O)O)CC2